FC(C(=O)O)(F)F.C(O)C(CC)(CO)CO trimethylolpropane mono(trifluoroacetate)